[(2s)-4-[4-(2,6-dibenzyloxy-3-pyridyl)phenyl]morpholin-2-yl]-methanol C(C1=CC=CC=C1)OC1=NC(=CC=C1C1=CC=C(C=C1)N1C[C@H](OCC1)CO)OCC1=CC=CC=C1